OC(C)C1=C(C(=NN1)[N+](=O)[O-])[N+](=O)[O-] 1-hydroxyethyl-3,4-dinitropyrazole